N=1CCCC1 3,4-Dihydro-2H-pyrrol